C(C1=CC=CC=C1)N(C=1N(C(C2=C(N1)CN([C@@H](C2)C)C(C2=CC(=C(C=C2)Br)C(F)(F)F)=O)=O)C2=CC=C(C(=O)NC)C=C2)C2CC(C2)(F)F (R)-4-(2-(benzyl(3,3-difluorocyclobutyl)amino)-7-(4-bromo-3-(trifluoromethyl)benzoyl)-6-methyl-4-oxo-5,6,7,8-tetrahydropyrido[3,4-d]pyrimidin-3(4H)-yl)-N-methylbenzamide